(5-methyl-3,4-diphenyl-4H-1,2,4-triazole) iridium(III) [Ir+3].CC=1N(C(=NN1)C1=CC=CC=C1)C1=CC=CC=C1